1-Bromo-3-chloro-5-fluoro-benzene BrC1=CC(=CC(=C1)F)Cl